ClC1=CC=C(C=C1)S(=O)(=O)/C=C/CNC(=O)C=1C(NC=2CCN(CC2C1)C(=O)OC(C)(C)C)=O tert-butyl 3-{[(2E)-3-(4-chlorobenzenesulfonyl) prop-2-en-1-yl] carbamoyl}-2-oxo-1,2,5,6,7,8-hexahydro-1,6-naphthyridine-6-carboxylate